(3S)-3-amino-4-methylpentanoic acid N[C@@H](CC(=O)O)C(C)C